[1-(4,4,4-trifluorobutyl)piperidin-4-yl]methane FC(CCCN1CCC(CC1)C)(F)F